1,3-bis(3-amino-α,α-bis-trifluoromethylbenzyl)benzene NC=1C=C(C(C(F)(F)F)(C(F)(F)F)C2=CC(=CC=C2)C(C2=CC(=CC=C2)N)(C(F)(F)F)C(F)(F)F)C=CC1